O[C@@H]1[C@@H](COC1)N1CC2(CN(C2)C(=O)OC(C)(C)C)C1 |o1:1,2| (3R,4R) or (3S,4S)-Tert-butyl 6-(4-hydroxytetrahydrofuran-3-yl)-2,6-diazaspiro[3.3]heptane-2-carboxylate